diethyl 2-(4-bromophenyl)-2-methylmalonate BrC1=CC=C(C=C1)C(C(=O)OCC)(C(=O)OCC)C